NCCN(CCCCCCCC(=O)OC(CCCCCCCC)CCCCCCCC)CCCCCC(OCCCCCCCCCCC)=O heptadecan-9-yl 8-((2-aminoethyl)(6-oxo-6-(undecyloxy)hexyl) amino)octanoate